ethyl-1-benzyl-4-(trifluoromethyl)-2,5-dihydro-1H-pyrrole-3-carboxylate C(C)OC(=O)C=1CN(CC1C(F)(F)F)CC1=CC=CC=C1